NC1(CCC1)CNCCCCNC1=CC(=C(C=C1Cl)S(=O)(=O)NC=1SC(=CN1)F)F 4-[(4-{[(1-aminocyclobutyl)methyl]amino}butyl)amino]-5-chloro-2-fluoro-N-(5-fluoro-1,3-thiazol-2-yl)benzenesulfonamide